BrC=1C=CC=2N(C1)C(=C(N2)CC)N(C=2SC=C(N2)C2=C(C#N)C=C(C=C2)F)C 2-{2-[(6-Bromo-2-ethyl-imidazo[1,2-a]pyridin-3-yl)-methyl-amino]-thiazol-4-yl}-5-fluoro-benzonitrile